diphenyl-(2,4,6-Trimethylbenzoyl)-phosphine oxide C1(=CC=CC=C1)P(C(C1=C(C=C(C=C1C)C)C)=O)(C1=CC=CC=C1)=O